5-[2-(dimethylamino) ethyl]-2,2-dimethyl-4,9-dioxo-11-{4-[(1-oxoicosyl) oxy] butyl}-5,8-diaza-3,10-dioxapentadecan-15-yl icosanoate C(CCCCCCCCCCCCCCCCCCC)(=O)OCCCCC(OC(NCCN(C(OC(C)(C)C)=O)CCN(C)C)=O)CCCCOC(CCCCCCCCCCCCCCCCCCC)=O